benzyl (3aR,10aR)-8-((4-fluoro-3-methylphenyl)carbamoyl)-7-methyl-3a,4,10,10a-tetrahydro-1H,7H-dipyrrolo[3,4-b:3',4'-f][1,4,5]oxathiazocine-2(3H)-carboxylate 5,5-dioxide FC1=C(C=C(C=C1)NC(=O)C=1N(C=C2C1OC[C@H]1[C@@H](NS2(=O)=O)CN(C1)C(=O)OCC1=CC=CC=C1)C)C